Dimethylsilylbis(2-methyl-1-indenyl)hafnium dichloride [Cl-].[Cl-].C[SiH](C)[Hf+2](C1C(=CC2=CC=CC=C12)C)C1C(=CC2=CC=CC=C12)C